O=C1N(CCC(N1)=O)C1=NOC2=C1C=C(C=C2)CC2CN(CCC2)C(=O)OC(C)(C)C tert-butyl 3-((3-(2,4-dioxotetrahydropyrimidin-1(2H)-yl)benzo[d]isoxazol-5-yl)methyl)piperidine-1-carboxylate